(6-((4-((5-Cyclopropyl-1H-pyrazol-3-yl)amino)pyrimidin-2-yl)(methyl)amino)-2-azaspiro[3.3]heptan-2-yl)(4-methyl-1,2,3-thiadiazol-5-yl)methanone C1(CC1)C1=CC(=NN1)NC1=NC(=NC=C1)N(C1CC2(CN(C2)C(=O)C2=C(N=NS2)C)C1)C